CC1=CNC=2N=CN=C(C21)N2CCSC(=C2)C=2C=C(N)C=CC2 3-(4-(5-methyl-7H-pyrrolo[2,3-d]pyrimidin-4-yl)-3,4-dihydro-2H-1,4-thiazin-6-yl)aniline